NC1=NC=NC=2N(C3=CC=C(C=C3C21)NC(=O)NC)CC(=O)OC(C)(C)C tert-butyl 2-(4-amino-6-(3-methylureido)-9H-pyrimido[4,5-b]indol-9-yl)acetate